BrC=1C(=NC(=NC1)NC1=C(C=C(C(=C1)C)N1CCC(CC1)N1CCN(CC1)C)OC)NC1=C(C=C(C=C1)C1CC1)C(C)(C)O 2-(2-((5-Bromo-2-((2-methoxy-5-methyl-4-(4-(4-methylpiperazin-1-yl)piperidin-1-yl)Phenyl)amino)pyrimidin-4-yl)amino)-5-cyclopropylphenyl)propan-2-ol